monomyristyl-glycerin C(CCCCCCCCCCCCC)C(CO)(O)CO